3-chloro-5-((3as,7ar)-7a-fluoro-1-oxooctahydro-2H-pyrrolo[3,4-c]pyridin-2-yl)benzoic acid ClC=1C=C(C(=O)O)C=C(C1)N1C[C@@H]2CNCC[C@@]2(C1=O)F